(4-((6-morpholinopyridin-3-yl)amino)-5-(tetrahydro-2H-pyran-2-yl)pyrimidin-2-yl)methanol O1CCN(CC1)C1=CC=C(C=N1)NC1=NC(=NC=C1C1OCCCC1)CO